N[C@@H](C(=O)N[C@H](C(=O)N[C@H](C(=O)C=1SC2=C(N1)C=CC(=C2)C(=O)O)CCCNC(=N)N)CC2=CC=CC=C2)CC2=CNC1=CC=CC=C21 2-[(S)-2-[(S)-2-[(R)-2-amino-3-(3-indolyl)propionylamino]-3-phenylpropionylamino]-5-guanidinovaleryl]-1,3-benzothiazole-6-carboxylic acid